C1(CC1)C(=O)NC1=NC=C(C(=N1)NC1=C(C(=CC=C1)OC1CCOCC1)OC)C(=O)NC 2-(Cyclopropanecarboxamido)-4-((2-methoxy-3-((tetrahydro-2H-pyran-4-yl)oxy)phenyl)amino)-N-methylpyrimidine-5-carboxamide